C[C@@H]1NC2(CC2)C[C@@H](C1)O (5S,7R)-5-methyl-4-azaspiro[2.5]octan-7-ol